C(C)S(=O)(=O)C1=NN2C(N=C(C=C2)C2=CC=C(C=C2)OC(F)(F)F)=C1C1=NC2=C(C=NC(=C2)C(F)(F)F)N1C 2-(2-(ethylsulfonyl)-5-(4-(trifluoromethoxy)phenyl)pyrazolo[1,5-a]pyrimidin-3-yl)-3-methyl-6-(trifluoromethyl)-3H-imidazo[4,5-c]pyridine